S1N=C(C2=C1C=CC=C2)N2CCN(CC2)CCC(=O)C=2C=C1CCN(C1=CC2)C(=O)N(C)C 5-(3-(4-(Benzo[d]isothiazol-3-yl)piperazin-1-yl)propionyl)-N,N-dimethylindoline-1-carboxamide